hexadecadien-1-olol acetate C(C)(=O)OC(=CC=CCCCCCCCCCCCC)O